methyl 5-bromo-1-[(4-methoxyphenyl)methyl]pyrazole-3-carboxylate BrC1=CC(=NN1CC1=CC=C(C=C1)OC)C(=O)OC